(1S,3S)-1-phenyl-2,3,4,9-tetrahydropyridino[3,4-b]indol-3-formic acid C1(=CC=CC=C1)[C@@H]1N[C@@H](CC2=C1NC1=CC=CC=C21)C(=O)O